N1(C=NC=C1)C=1C=CC(=C(C1)O)C=1N=NC(=CC1)OC1CC(NC(C1)(C)C)(C)C 5-(1H-imidazol-1-yl)-2-{6-[(2,2,6,6-tetramethylpiperidin-4-yl)oxy]pyridazin-3-yl}phenol